3-[(3-Hydroxybut-2-yl)oxy]-5-(5-methyl-1,3-thiazol-2-yl)-N-{(1R)-1-[2-(trifluoromethyl)pyrimidin-5-yl]ethyl}benzamide OC(C(C)OC=1C=C(C(=O)N[C@H](C)C=2C=NC(=NC2)C(F)(F)F)C=C(C1)C=1SC(=CN1)C)C